OC[C@@H]1CC[C@H](CC1)NC(OC(C)(C)C)=O trans-tert-butyl N-[4-(hydroxymethyl)cyclohexyl]carbamate